(P)-chloro-4-((3,5-difluoropyridin-2-yl)methoxy-d)-N-methoxy-N,5',6-trimethyl-2-oxo-2H-[1,4'-bipyridine]-2'-carboxamide ClC=1C(N(C(=CC1OC([2H])C1=NC=C(C=C1F)F)C)C1=CC(=NC=C1C)C(=O)N(C)OC)=O